C(CCC)C1(NS(C2=C(N(C1)C1=CC=CC=C1)C=C(C(=C2)OC)Br)(=O)=O)CCCC 3,3-Dibutyl-7-bromo-8-methoxy-5-phenyl-2,3,4,5-tetrahydro-1,2,5-benzothiadiazepine 1,1-dioxide